(1E)-2,2,2-trifluoro-N-phenyl-ethanimidate FC(/C(/[O-])=N\C1=CC=CC=C1)(F)F